C1(CCCC1)C(C(=O)NC=1C=NC(=CC1)OC)C cyclopentyl-N-(6-methoxypyridin-3-yl)propanamide